N-{2,3-dimethoxy-6H,7H,8H,9H,10H-cyclohepta[b]1,5-naphthyridin-11-yl}-1-propylpiperidin-4-amine COC=1N=C2C(=C3C(=NC2=CC1OC)CCCCC3)NC3CCN(CC3)CCC